The molecule is a organophosphate oxoanion that is that is ATP(4-) substituted at position N-6 by a (2E)-4-hydroxy-3-methylbut-2-en-1-yl group; major species at pH 7.3. It derives from an ATP(4-). It is a conjugate base of a 9-ribosyl-trans-zeatin 5'-triphosphate. C/C(=C\\CNC1=C2C(=NC=N1)N(C=N2)[C@H]3[C@@H]([C@@H]([C@H](O3)COP(=O)([O-])OP(=O)([O-])OP(=O)([O-])[O-])O)O)/CO